(S or R)-2-(3-methylpiperidin-1-yl)-N-(2-sulfamoylpyridin-4-yl)-5-(trifluoro-methyl)nicotinamide C[C@@H]1CN(CCC1)C1=C(C(=O)NC2=CC(=NC=C2)S(N)(=O)=O)C=C(C=N1)C(F)(F)F |o1:1|